FC1=C(C(=O)N)C=C(C(=C1)C)C=1C=C(C=2N(C1)C=C(N2)C)N2CCOCC2 2-fluoro-4-methyl-5-[2-methyl-8-(morpholin-4-yl)imidazo[1,2-a]pyridin-6-yl]benzamide